C(C1=CC=CC=C1)(C1=CC=CC=C1)S(=O)CCN1CCN(CC1)CCCC1=CC=CC=C1 1-(2-(Benzhydrylsulfinyl)ethyl)-4-(3-phenylpropyl)piperazine